2-Methoxy-5-(1-(2-methylquinazolin-4-yl)vinyl)phenol COC1=C(C=C(C=C1)C(=C)C1=NC(=NC2=CC=CC=C12)C)O